BrC1=CC=2N(C(=C1)C(=O)O)N=CC2CC(F)(F)F 5-bromo-3-(2,2,2-trifluoroethyl)pyrazolo[1,5-a]pyridine-7-carboxylic acid